O1CCN(CC1)CC1=CC=C(C=C1)NC=1N=CC2=C(N1)C(=CS2)C=2C=NN(C2)C(=O)[O-] 4-(2-(4-(morpholinomethyl)phenylamino)thieno[3,2-d]pyrimidin-7-yl)-1H-pyrazole-1-carboxylate